2-propyl-2-methyl-5-bromophenol C(CC)C1(C(C=C(C=C1)Br)O)C